C(C(C)C)OC1=CC=C(CN2CC3(CC3)CN(C2=O)C2CN(CC2)C)C=C1 5-(4-isobutoxybenzyl)-7-(1-methylpyrrolidin-3-yl)-5,7-diazaspiro[2.5]octan-6-one